[Na+].S(=S)(=O)([O-])[O-].[Na+] sodium thiosulfate, sodium salt